C[Si](C1C(C1)C(=C)C1=CC=CC=C1)(C)C trimethyl-[2-(1-phenylvinyl)-cyclopropyl]silane